[Br-].C(C1=CC=CC=C1)[N+](CCCCCC)(CCCCCC)CCCCCC benzyl-trihexyl-ammonium bromide